1-(6-bromopyridin-2-yl)-3-(2-chloroethyl)urea BrC1=CC=CC(=N1)NC(=O)NCCCl